8-(1-(Piperidin-4-yl)-1H-pyrazol-4-yl)isoquinoline N1CCC(CC1)N1N=CC(=C1)C=1C=CC=C2C=CN=CC12